2,3'-dimethylbiphenyl-3,2'-diol CC1=C(C=CC=C1O)C=1C(=C(C=CC1)C)O